OCCNCC(CCCCCCCC)O 1-((2-hydroxyethyl)amino)decan-2-ol